[N+](=O)([O-])C1=C(COC=2C=C(C(=O)N)C=C(C2OCC2=C(C=CC=C2)[N+](=O)[O-])OCC2=C(C=CC=C2)[N+](=O)[O-])C=CC=C1 3,4,5-tris((2-nitrobenzyl)oxy)benzamide